NC=1C=C(C(=NC1)N1N=CC=N1)C#N 5-amino-2-(1,2,3-triazol-2-yl)pyridine-3-carbonitrile